OCCC1=NC=2C(=NC(=CC2)C(=O)OC)N1C[C@H]1OCC1 methyl (S)-2-(2-hydroxyethyl)-3-(oxetan-2-ylmethyl)-3H-imidazo[4,5-b]pyridine-5-carboxylate